The molecule is a member of the class of 1-benzofurans that is propionamide in which one of the amide hydrogens is replaced by a [(1R,2R)-2-(2,3-dihydro-1-benzofuran-4-yl)cyclopropyl]methyl group. A melatonin receptor agonist used for the treatment of non-24-hour sleep-wake disorder. It has a role as a melatonin receptor agonist. It is a monocarboxylic acid amide, a member of 1-benzofurans and a member of cyclopropanes. It derives from a propionamide. CCC(=O)NC[C@@H]1C[C@H]1C2=C3CCOC3=CC=C2